CC[C@]12C[C@@]([C@H]3[C@@]4([C@H]1[NH+](CC4)CC=C2)C5=C(N3)C=C(C=C5)OC)(C(=O)OC)O The molecule is an indole alkaloid cation that is the conjugate acid of 3-hydroxy-16-methoxy-2,3-dihydrotabersonine, obtained by protonation of the tertiary amino function; major species at pH 7.3. It is a conjugate acid of a 3-hydroxy-16-methoxy-2,3-dihydrotabersonine.